(1R,2R,3aS,10aR)-2-chloro-5-fluoro-1-[(1E,3ξ)-3-hydroxy-6-methoxy-4-methylene-1-hexen-1-yl]-2,3,3a,9,10,10a-hexahydro-1H-benzo[b]cyclopenta[f]oxepin-6-carboxylic acid Cl[C@@H]1C[C@H]2[C@H](CCC3=C(O2)C(=C(C=C3)C(=O)O)F)[C@H]1\C=C\C(C(CCOC)=C)O